ClC=1C=2N(C=CN1)C(=NC2I)C(C)C 8-chloro-1-iodo-3-isopropylimidazo[1,5-a]pyrazine